Methyl 10-chloro-6-hydroxy-9-phenyl-[1,2,4]triazolo[5,1-a]isoquinoline-5-carboxylate ClC=1C(=CC=C2C(=C(N3C(C12)=NC=N3)C(=O)OC)O)C3=CC=CC=C3